(3-methyl-5-nitro-1H-pyrrolo[2,3-b]pyridin-1-yl)(4-(trifluoromethyl)phenyl)methanone CC1=CN(C2=NC=C(C=C21)[N+](=O)[O-])C(=O)C2=CC=C(C=C2)C(F)(F)F